OC1=C(C(=CC=C1OC)O)C(C)=O 1-(2,6-dihydroxy-3-methoxyphenyl)ethan-1-one